ClC1=C2CCN([C@@H](C2=C(C=C1)OCC=1N=NN2C1CCCC2)CN2CC1(CC1)CC2=O)C(=O)OC(C)(C)C tert-butyl (S)-5-chloro-1-((6-oxo-5-azaspiro[2.4]heptan-5-yl)methyl)-8-((4,5,6,7-tetrahydro-[1,2,3]-triazolo[1,5-a]pyridin-3-yl)methoxy)-3,4-dihydroisoquinoline-2(1H)-carboxylate